(17Z)-N,N-dimethylnonacosan-17-en-10-amine CN(C(CCCCCCCCC)CCCCCC\C=C/CCCCCCCCCCC)C